1-Methyl-2-(6-trifluoromethoxy-benzothiazol-2-ylamino)-1H-benzoimidazole-5-carboxylic acid [2-(2-oxo-imidazolidin-1-yl)-ethyl]-amide O=C1N(CCN1)CCNC(=O)C1=CC2=C(N(C(=N2)NC=2SC3=C(N2)C=CC(=C3)OC(F)(F)F)C)C=C1